COC(=O)[C@@H]1OC2(O[C@H]1CC1=CC=CC=C1)CCCCC2 (2R,3S)-methyl-3-benzyl-1,4-dioxaspiro[4.5]decane-2-carboxylate